(S)-1-((4-(3-((1r,3R,5S,7S)-3,5-dimethyladamantan-1-yl)ureido)-3-fluorophenyl)sulfonyl)-N-(3-(hydroxyamino)-3-oxopropyl)piperidine-3-carboxamide Homoprotocatechuat C(CC1=CC(O)=C(O)C=C1)(=O)O.C[C@]12CC3(CC(C[C@@](C1)(C3)C)C2)NC(NC2=C(C=C(C=C2)S(=O)(=O)N2C[C@H](CCC2)C(=O)NCCC(=O)NO)F)=O